C(C)(=O)NN=C(C1=C(C=CC=C1)C(=O)O)CC1=CC(=C(C=C1)F)C#N (3-cyano-4-fluorobenzyl)-(2-carboxyphenyl)-methanone acetylhydrazone